OC1=C(C(=CC(=C1S(=O)(=O)NC(C1=CN=CC=C1)=O)CCCCC)O)C1=CC(=CC=C1)C N-((2,6-dihydroxy-3'-methyl-4-pentyl-[1,1'-biphenyl]-3-yl)sulfonyl)nicotinamide